glycyl-L-phenylalanyl-6-(2,5-dioxo-2,5-dihydro-1H-pyrrol-1-yl)-L-norleucine NCC(=O)N[C@@H](CC1=CC=CC=C1)C(=O)N[C@@H](CCCCN1C(C=CC1=O)=O)C(=O)O